N[C@H]1CN(CCC1)C(=O)C1=CC=CC=C1 (R)-(3-aminopiperidin-1-yl)(phenyl)methanone